C(C)C(CNC(CC1C(NC2=C(S1)N=CC=C2)=O)=O)CC N-(2-ethylbutyl)-2-(2-oxo-2,3-dihydro-1H-pyrido[2,3-b][1,4]thiazin-3-yl)acetamide